N-(5-(6-(3-chlorophenyl)-1-oxo-3,4-dihydroisoquinolin-2(1H)-yl)-2-hydroxyphenyl)methanesulfonamide ClC=1C=C(C=CC1)C=1C=C2CCN(C(C2=CC1)=O)C=1C=CC(=C(C1)NS(=O)(=O)C)O